(1S,3S)-3-((6-(3-methyl-4-(((3-phenyl-1,2,4-thiadiazol-5-yl)amino)methyl)isoxazol-5-yl)pyridin-3-yl)oxy)cyclohexane-1-carboxylic acid CC1=NOC(=C1CNC1=NC(=NS1)C1=CC=CC=C1)C1=CC=C(C=N1)O[C@@H]1C[C@H](CCC1)C(=O)O